ClC=1C=NC(=NC1)NC1CCN(CC1)S(=O)(=O)C1=CC=C(CN2CCC(CC2)C2=CC=C3C(=NN(C3=C2)C)N2C(NC(CC2)=O)=O)C=C1 1-(6-(1-(4-((4-((5-chloropyrimidin-2-yl)amino)piperidin-1-yl)sulfonyl)benzyl)-piperidin-4-yl)-1-methyl-1H-indazol-3-yl)dihydropyrimidine-2,4(1H,3H)-dione